tert-butyl 4-hydroxy-4-(((4-(4-morpholino-7-((2-(trimethylsilyl)ethoxy)methyl)-7H-pyrrolo[2,3-d]pyrimidin-6-yl)phenyl)amino)methyl)-[1,4'-bipiperidine]-1'-carboxylate OC1(CCN(CC1)C1CCN(CC1)C(=O)OC(C)(C)C)CNC1=CC=C(C=C1)C1=CC2=C(N=CN=C2N2CCOCC2)N1COCC[Si](C)(C)C